C1(C=CC=C1)[Zr](C[Si](C)(C)C)([Si](C)(C)C)C1C=CC=C1 bis(cyclopentadienyl)(trimethylsilyl)(trimethylsilylmethyl)zirconium